2-(pyrrolidin-1-yl)pyrimidin-5-yl-boronic acid N1(CCCC1)C1=NC=C(C=N1)B(O)O